C(C)(C)OC1=CC(=C(C=C1)B(O)O)C 4-ISOPROPOXY-2-METHYLPHENYLBORONIC ACID